C(C1=CC=CC=C1)OC1=NC(=CC=C1N1C(N(C2=C1C=CC(=C2)C2=CCN(CC2(F)F)C2CC(C2)C(=O)OCC)C)=O)OCC2=CC=CC=C2 ethyl 3-(4-(1-(2,6-bis(benzyloxy)pyridin-3-yl)-3-methyl-2-oxo-2,3-dihydro-1H-benzo[d]imidazol-5-yl)-5,5-difluoro-5,6-dihydropyridin-1(2H)-yl)cyclobutanecarboxylate